3-methyl-butyryl-benzylamin CC(CC(=O)NCC1=CC=CC=C1)C